2-(3-bromo-4-(2-chloro-4-cyclopropyl-6-methylphenoxy)phenyl)propan-2-ol tert-butyl-5-(hydroxymethyl)-3,3-dimethyl-1H,2H,3H-pyrrolo[3,2-b]pyridine-1-carboxylate C(C)(C)(C)C1C(C2=NC(=CC=C2N1C(=O)OC(C)(C)C1=CC(=C(C=C1)OC1=C(C=C(C=C1C)C1CC1)Cl)Br)CO)(C)C